C(C=C)(=O)OCCOC1=CC=C(C=C1)C1(C2=CC(=CC=C2C=2C=CC=C(C12)OCCOC(C=C)=O)OC(C=C)=O)C1=CC=C(C=C1)OCCOC(C=C)=O 9,9-bis[4-(2-acryloyloxyethoxy)phenyl]-2,7-diacrylyloxyethoxyfluorene